COC(=O)[C@H]1CN([C@H](CC1)C)C(C1=C(C=C(C=C1)F)Cl)=O (3R,6S)-1-(2-chloro-4-fluorobenzoyl)-6-methylpiperidine-3-carboxylic acid methyl ester